O1CC(CC1)NC(CCC)=O N-(tetrahydrofuran-3-yl)butanamide